4-(7-(3,7-diazabicyclo[3.3.1]nonan-3-yl)-3-(2-fluoro-4-((S)-3-methoxypyrrolidin-1-yl)phenyl)-3H-imidazo[4,5-b]pyridin-2-yl)-2-fluorobenzonitrile C12CN(CC(CNC1)C2)C2=C1C(=NC=C2)N(C(=N1)C1=CC(=C(C#N)C=C1)F)C1=C(C=C(C=C1)N1C[C@H](CC1)OC)F